1-fluoro-2-(1-phenylvinyl)benzene FC1=C(C=CC=C1)C(=C)C1=CC=CC=C1